C(C(=C)C)(=O)OC(CCC1=CC=CC=C1)CCC 1-phenylhexan-3-yl methacrylate